methyl (7S)-7-methyl-3-({[(3-methyloxetan-3-yl)methyl]carbamoyl}methyl)-2-[2-(2-oxo-1,2-dihydropyridin-1-yl)ethyl]-3H,6H,7H,8H,9H-imidazo[4,5-f]quinoline-6-carboxylate C[C@@H]1N(C2=CC=C3C(=C2CC1)N=C(N3CC(NCC3(COC3)C)=O)CCN3C(C=CC=C3)=O)C(=O)OC